C(N)(=O)C1=NN(C2=CC=C(C=C12)C=1C=NC=NC1)CC(=O)OC(C)(C)C tert-Butyl 2-(3-carbamoyl-5-(pyrimidin-5-yl)-1H-indazol-1-yl)acetate